4-((1RS,2RS,3aSR,8bSR)-2-hydroxy-1-((3SR,E)-3-hydroxy-4-methyloct-1-en-6-yn-1-yl)-2,3,3a,8b-tetrahydro-1H-cyclopenta[b]benzofuran-5-yl)butanoic acid O[C@H]1[C@@H]([C@@H]2[C@@H](OC3=C2C=CC=C3CCCC(=O)O)C1)\C=C\[C@H](C(CC#CC)C)O |r|